FC=1C=C2CC3(CCN(CC3)C=3N=C4C(=NC3)C(=NN4COCC[Si](C)(C)C)I)[C@@H](C2=CC1)N (S)-5-fluoro-1'-(3-iodo-1-((2-(trimethylsilyl)ethoxy)methyl)-1H-pyrazolo[4,3-b]pyrazin-6-yl)-1,3-dihydrospiro[inden-2,4'-piperidin]-1-amine